2-(2-amino-2-methylpropyloxy)ethanol NC(COCCO)(C)C